O(C=1C=C2C(C(=O)NC2=O)=CC1)C=1C=C2C(C(=O)NC2=O)=CC1 4,4'-oxo-bis-phthalimide